C1(CC1)C1=NC=NC(=C1C=1N=CC=2OCCNC2N1)OC 2-(4-cyclopropyl-6-methoxypyrimidin-5-yl)-7,8-dihydro-6H-pyrimido[5,4-b][1,4]oxazine